[Cs].[Ti].ClC=1C(=NC(=NC1)NC1CCOCC1)C=1C=C2C(N([C@@H](C2=CC1)C)CC(=O)N[C@H](CO)C1=NC(=CC=C1)OC)=O 2-((R)-5-{5-chloro-2-[(oxacyclohex-4-yl)amino]pyrimidin-4-yl}-1-methyl-3-oxo-2,3-dihydro-1H-isoindol-2-yl)-N-[(1S)-2-hydroxy-1-(6-methoxypyridin-2-yl)ethyl]acetamide titanium-cesium